acetyl-2,7-anhydro-neuraminic acid C(C)(=O)C1C2(C(O)=O)O[C@H]([C@@H]([C@H]1O)N)[C@H](O2)[C@H](O)CO